C(C)(C)(C)C=1C=C(N(N1)C1=CC=C(C=C1)C)NC(NC=1SC(=CN1)CCC1=CC(=NC=C1)NC(=O)C1CC1)=O Cyclopropanecarboxylic acid [4-(2-{2-[3-(5-tert-butyl-2-p-tolyl-2H-pyrazol-3-yl)-ureido]-thiazol-5-yl}ethyl)-pyridin-2-yl]-amide